ClC1=NC=C(C(=C1)N1CCC(CC1)(C)CN(C)C)C#CC=1C=NN(C1)C1CC1 (1-(2-chloro-5-((1-cyclopropyl-1H-pyrazol-4-yl)ethynyl)pyridin-4-yl)-4-methylpiperidin-4-yl)-N,N-dimethylmethylamine